O(C1=CC=CC=C1)C1=CC=C(C=C1)N1N=C2C(NCCC2N2C[C@H]3CN(C[C@H]3C2)C(C=C)=O)=C1C(=O)N |r| 2-(4-phenoxyphenyl)-7-[rac-(3aR,6aS)-5-(prop-2-enoyl)hexahydropyrrolo[3,4-c]pyrrol-2(1H)-yl]-4,5,6,7-tetrahydro-2H-pyrazolo[4,3-b]pyridine-3-carboxamide